ClC=1C=C(C=CC1F)NC1=NC=NC2=CC(=C(C=C12)OC1CCN(CC1)C(=O)N1CCOCC1)OCCOC 4-[(3-chloro-4-fluorophenyl)amino]-6-{1-[(morpholine-4-yl)carbonyl]-piperidine-4-yloxy}-7-(2-methoxy-ethoxy)-quinazoline